(Z)-2-(5-amino-1,2,4-thiadiazol-3-yl)-2-(((1-(tert-butoxy)-2-methyl-1-oxopropan-2-yl)oxy)imino)acetic acid NC1=NC(=NS1)/C(/C(=O)O)=N/OC(C(=O)OC(C)(C)C)(C)C